6-(cyclopropanecarboxamido)-N-methoxy-4-((2-methoxy-3-(1-methyl-1H-benzo[d]Imidazol-2-yl)phenyl)amino)nicotinamide C1(CC1)C(=O)NC1=NC=C(C(=O)NOC)C(=C1)NC1=C(C(=CC=C1)C1=NC2=C(N1C)C=CC=C2)OC